NC=1SC=C(N1)/C(/C(=O)N[C@H]1C(N(C1=O)OS(=O)(=O)O)(C)C)=N/OC(C(=O)O)C ((((Z)-1-(2-aminothiazol-4-yl)-2-(((S)-2,2-dimethyl-4-oxo-1-(sulfooxy)-azetidin-3-yl)amino)-2-oxoethylidene)amino)oxy)propanoic acid